ClC1=C(C=C(OCC(=O)NC23CC(C2)(C3)C(=O)NC3=NC=CC=C3)C=C1)F 3-[2-(4-chloro-3-fluorophenoxy)acetamido]-N-(pyridin-2-yl)bicyclo[1.1.1]pentane-1-carboxamide